3-(4-cyclopropylphenyl)-N-methylcyclobutan-1-amine, trifluoroacetate salt FC(C(=O)O)(F)F.C1(CC1)C1=CC=C(C=C1)C1CC(C1)NC